C(C)(C)(C)OC(=O)N1CCC(CC1)CN1CCN(CC1)C1=CC=C(N=N1)C(=O)O 6-[4-[(1-tert-butoxycarbonyl-4-piperidinyl)methyl]piperazin-1-yl]pyridazin-3-carboxylic acid